ClC=1C=C(C=NC1)C1=NOC(=N1)C1=NN(C(C=C1)=O)CC(=O)NCC 2-[3-[3-(5-chloropyridin-3-yl)-1,2,4-oxadiazol-5-yl]-6-oxopyridazin-1-yl]-N-ethylacetamide